((3-(1H-pyrrolo[2,3-b]pyridin-4-yl)-1-((2-(trimethylsilyl)ethoxy)methyl)-1H-indol-5-yl)ethynyl)cyclohexan-1-ol N1C=CC=2C1=NC=CC2C2=CN(C1=CC=C(C=C21)C#CC2(CCCCC2)O)COCC[Si](C)(C)C